(4-(4-fluorophenyl)piperidin-1-yl)(5-(5-(isopropylsulfonyl)-4,5,6,7-tetrahydro-3H-imidazo[4,5-c]pyridin-2-yl)-2,4-dimethylphenyl)methanone FC1=CC=C(C=C1)C1CCN(CC1)C(=O)C1=C(C=C(C(=C1)C1=NC2=C(CN(CC2)S(=O)(=O)C(C)C)N1)C)C